C(C)(C)C1=C(C=CC=2N1N=C(N2)N[C@H]2CN(CCC2)C2=NC1=C(N2C)C=CC(=C1)NC(C=C)=O)C=1C=NNC1 (R)-N-(2-(3-((5-Isopropyl-6-(1H-pyrazol-4-yl)-[1,2,4]triazolo[1,5-a]pyridin-2-yl)amino)piperidin-1-yl)-1-methyl-1H-benzo[d]imidazol-5-yl)acrylamide